21-(eicosa-11-enoyloxy)-heneicosanoic acid C(CCCCCCCCCC=CCCCCCCCC)(=O)OCCCCCCCCCCCCCCCCCCCCC(=O)O